2-[5-methyl-3-(trifluoromethyl)-1H-pyrazol-1-yl]-N-[(1R,3S)-3-{[2-(trifluoromethyl)quinolin-4-yl]amino}cyclohexyl]acetamide CC1=CC(=NN1CC(=O)N[C@H]1C[C@H](CCC1)NC1=CC(=NC2=CC=CC=C12)C(F)(F)F)C(F)(F)F